CC1=C(CN)C=C(C=C1)C 2,5-dimethylbenzylamine